CN(C1=CC=C(C=C1)NC(=O)CC1=NN(C(=C1)C=1C=C2N=CC=NC2=CC1)C1=NC(=CC=C1)C)C N-(4-(dimethylamino)phenyl)-1-(6-methylpyridin-2-yl)-5-(quinoxalin-6-yl)-1H-pyrazole-3-carboxyamide